C(C)(C)(C)C1=CC(=NO1)N1C(C(=C(C1=O)C)C)O 1-(5-tert-Butylisoxazol-3-yl)-2-hydroxy-3,4-dimethyl-2H-pyrrol-5-one